ClC1=C2C=3C(=NC=NC3C=C1C1=C(C(=CC(=N1)N)C)C(F)(F)F)N(CCO2)CCC2COC2 6-(8-chloro-4-(2-(oxetan-3-yl)ethyl)-5,6-dihydro-4H-[1,4]oxazepino[5,6,7-de]quinazolin-9-yl)-4-methyl-5-(trifluoromethyl)pyridin-2-amine